C(C)(C)(C)C=1OC(=CN1)NC(C1=C(C=C(C(=C1)C=1C=C(C=2N(C1)N=C(N2)C)N2CCOCC2)C)F)=O N-(2-(Tert-butyl)oxazol-5-yl)-2-fluoro-4-methyl-5-(2-methyl-8-morpholino-[1,2,4]triazolo[1,5-a]pyridin-6-yl)benzamide